FC(C=1C(=C(C=CC1)[C@@H](C)NC(=O)C1=CN(C(C=C1N[C@@H]1CN2CCC1(CC2)F)=O)C2(CC2)C(F)F)F)F N-((R)-1-(3-(difluoromethyl)-2-fluorophenyl)ethyl)-1-(1-(difluoromethyl)cyclopropyl)-4-(((R)-4-fluoroquinuclidin-3-yl)amino)-6-oxo-1,6-dihydropyridine-3-carboxamide